NC1=C2C(=NC=N1)N(N=C2C2=CC=C(C=C2)OC2=CC=CC=C2)[C@@H]2[C@H](CN(CC2)CC=2C(=C1C(N(C(C1=CC2)=O)C2C(NC(CC2)=O)=O)=O)F)F 5-(((3S,4S)-4-(4-amino-3-(4-phenoxyphenyl)-1H-pyrazolo[3,4-d]pyrimidin-1-yl)-3-fluoropiperidin-1-yl)methyl)-2-(2,6-dioxopiperidin-3-yl)-4-fluoroisoindoline-1,3-dione